CC1=CC=C(C=C1)S(=O)(=O)OC[C@@]1(O[C@H](COC1)N1C(N(C(C=C1)=O)COCC1=CC=CC=C1)=O)CO[Si](C(C)C)(C(C)C)C(C)C [(2S,6R)-6-[3-(benzyloxymethyl)-2,4-dioxo-pyrimidin-1-yl]-2-(triisopropylsilyloxy-methyl)-1,4-dioxan-2-yl]methyl 4-methylbenzenesulfonate